((4-chloro-3-(trifluoromethyl)phenyl)carbamoyl)(3-((5-(3,5-dimethylisoxazol-4-yl)pyridin-2-yl)methyl)-1,2,3-oxadiazol-3-ium-5-yl)amide ClC1=C(C=C(C=C1)NC(=O)[N-]C1=C[N+](=NO1)CC1=NC=C(C=C1)C=1C(=NOC1C)C)C(F)(F)F